C(C1=CC=CC=C1)OC=1C=CC(=NC1)NC(=O)NC1=CC=C(C=C1)C(C)N1C(=NC=C1)C 1-(5-(benzyloxy)pyridin-2-yl)-3-(4-(1-(2-methyl-1H-imidazol-1-yl)ethyl)phenyl)urea